Tert-butyl 7-[[[2-(2,6-dioxo-3-piperidyl)-1,3-dioxo-isoindolin-4-yl]amino]methyl]-2-azaspiro[3.5]nonane-2-carboxylate O=C1NC(CCC1N1C(C2=CC=CC(=C2C1=O)NCC1CCC2(CN(C2)C(=O)OC(C)(C)C)CC1)=O)=O